N1(CCC1)C1=NC=C(N=C1)C(C)N1N=CC(=C1)[N+](=O)[O-] 2-(Azetidin-1-yl)-5-(1-(4-nitro-1H-pyrazol-1-yl)ethyl)pyrazine